6-((1-(4-methyl-1-(1-(trifluoromethyl)cyclopropane-1-carbonyl)piperidin-4-yl)-1H-1,2,3-triazol-4-yl)methyl)benzo[cd]indol-2(1H)-one CC1(CCN(CC1)C(=O)C1(CC1)C(F)(F)F)N1N=NC(=C1)CC=1C=2C3=C(C(NC3=CC1)=O)C=CC2